5-carboxymethyl-5-hydroxycarbonylbicyclo[2.2.1]Hept-2-ene C(=O)(O)CC1(C2C=CC(C1)C2)C(=O)O